D-galactopyranosyl-1-amino-1-deoxy-D-glucitol hydrochloride Cl.C1([C@H](O)[C@@H](O)[C@@H](O)[C@H](O1)CO)C([C@H](O)[C@@H](O)[C@H](O)[C@H](O)CO)N